4-{7-fluoro-6-[2-fluoro-1-(fluoromethyl)ethoxy]-2,4-dioxo-3-(4-(pyrimidin-5-yl)benzyl)-3,4-dihydroquinazolin-1(2H)-yl}piperidine-1-carbaldehyde FC1=C(C=C2C(N(C(N(C2=C1)C1CCN(CC1)C=O)=O)CC1=CC=C(C=C1)C=1C=NC=NC1)=O)OC(CF)CF